(R)-1-(2-chloropyridin-3-yl)ethyl (1-methyl-4-(5-((R)-5-oxopyrrolidine-2-carboxamido)pyridin-2-yl)-1H-1,2,3-triazol-5-yl)carbamate CN1N=NC(=C1NC(O[C@H](C)C=1C(=NC=CC1)Cl)=O)C1=NC=C(C=C1)NC(=O)[C@@H]1NC(CC1)=O